Germanium-oxide [Ge]=O